γ-glycidyloxypropyldiethoxysilane C(C1CO1)OCCC[SiH](OCC)OCC